butyl 3-(methylsulfonyl)-1H-indole-1-carboxylate CS(=O)(=O)C1=CN(C2=CC=CC=C12)C(=O)OCCCC